C(CC)C(C)(C(C)(C1=CC=CC=C1)CCC)C1=CC=CC=C1 2,3-dipropyl-2,3-diphenylbutane